FC(C)(F)C1=NC(=CC(=N1)NC1=CC=NC=C1OCCOC)C 4-((2-(1,1-difluoroethyl)-6-methylpyrimidin-4-yl)amino)-5-(2-methoxyethoxy)pyridin